CC1=C2COC(C2=CC=C1[C@@H]1CN(CC(N1)=O)CC=1C=NC(=CC1)N1C=NC(=C1)C)=O (R)-6-(4-methyl-1-oxo-1,3-dihydro-isobenzofuran-5-yl)-4-((6-(4-methyl-1H-imidazol-1-yl)pyridin-3-yl)methyl)piperazin-2-one